2-fluoro-5-(indole-1-sulfonyl)-4-methoxyaniline FC1=C(N)C=C(C(=C1)OC)S(=O)(=O)N1C=CC2=CC=CC=C12